6-(3-(fluoromethyl)azetidin-1-yl)quinoline-4-carboxylic acid FCC1CN(C1)C=1C=C2C(=CC=NC2=CC1)C(=O)O